methyl 4-(5-methoxy-3-methyl-1H-benzo[g]indazol-1-yl)benzoate COC=1C=C2C(=NN(C2=C2C1C=CC=C2)C2=CC=C(C(=O)OC)C=C2)C